N-(2-((2-(2,6-difluoro-3,5-dimethoxybenzoyl)furo[3,2-b]pyridin-5-yl)amino)-5-(4-ethylpiperazin-1-yl)phenyl)acrylamide FC1=C(C(=O)C2=CC3=NC(=CC=C3O2)NC2=C(C=C(C=C2)N2CCN(CC2)CC)NC(C=C)=O)C(=C(C=C1OC)OC)F